C1(CCCC1)S(=O)(=O)N1CCC2(CC(OC2=O)CCN2CCN(CC2)C2=CC=C(C=C2)C)CC1 8-(cyclopentylsulfonyl)-3-(2-(4-(p-tolyl)piperazin-1-yl)ethyl)-2-oxa-8-azaspiro[4.5]decan-1-one